t-butylperoxy-phenylketone C(C)(C)(C)OOC1=C(C=CC=C1)C(=O)C1=C(C=CC=C1)OOC(C)(C)C